benzyl (2S)-2-(cyanomethyl)-4-[8-(2-fluoro-6-nitro-phenyl)-2-[[(2S)-1-methylpyrrolidin-2-yl]methoxy]-5,6,7,9-tetrahydropyrimido[4,5-c]azepin-4-yl]piperazine-1-carboxylate C(#N)C[C@@H]1N(CCN(C1)C1=NC(=NC=2CN(CCCC21)C2=C(C=CC=C2[N+](=O)[O-])F)OC[C@H]2N(CCC2)C)C(=O)OCC2=CC=CC=C2